CCCCCCCCN=C1C=CN(C=C1)CCCCCCCCCCN2C=CC(=NCCCCCCCC)C=C2 Octenidol